C1C2=CC3=C(C(=C2C(OC1=O)CC(=O)N)O)C(=O)C4=C(C3=O)C=CC=C4O The molecule is an organic heterotetracyclic compound that is 1,8-dihydroxy-9,10-anthraquinone which is substituted at position 2 and 3 by 3-amino-1-hydroxy-3-oxopropyl and carboxymethyl groups, respectively, in which the hydroxy group beta- to the carboxamide has undergone formal condensation with the carboxy group to give the corresponding delta-lactone. Isolated from various strains of Kitasatospora aureofaciens (Streptomyces aureofaciens), it inhibits the growth of Ehrlich ascites carcinoma in vitro. It has a role as a bacterial metabolite and an antineoplastic agent. It is an anthraquinone, a delta-lactone, a primary carboxamide, an organic heterotetracyclic compound and a member of phenols.